N1(C(CC=2C1=CN=CC2)C(=O)OCC)C(=O)OC(C)(C)C 1-tert-butyl 2-ethyl 2,3-dihydro-1H-pyrrolo[2,3-c]pyridine-1,2-dicarboxylate